7-Methyl-3-oxa-7-azabicyclo[3.3.1]nonan-9-yl (8-amino-7-fluoro-6-(4-methyl-5,6,7,8-tetrahydro-1,5-naphthyridin-3-yl)isoquinolin-3-yl)carbamate NC=1C(=C(C=C2C=C(N=CC12)NC(OC1C2COCC1CN(C2)C)=O)C=2C=NC=1CCCNC1C2C)F